2-methyl-6-t-butyl-4-heptyl-phenol CC1=C(C(=CC(=C1)CCCCCCC)C(C)(C)C)O